2-chloro-4-dibenzofuran-1-yl-6-triphenylen-2-yl-1,3,5-triazin ClC1=NC(=NC(=N1)C1=CC=CC=2OC3=C(C21)C=CC=C3)C3=CC=2C1=CC=CC=C1C1=CC=CC=C1C2C=C3